ClC1=CC=2C(C3=C(N(C2N=C1N(CC1CCOCC1)C)CC(=O)[O-])C(=C(C=C3)Cl)SC)=O.[Na+] sodium 2-(3,8-dichloro-2-(methyl((tetrahydro-2H-pyran-4-yl)methyl)amino)-9-(methylthio)-5-oxobenzo[b][1,8]naphthyridin-10(5H)-yl)acetate